N-(5-chloro-4-(5,5-dimethyl-5,6-dihydro-4H-pyrrolo[1,2-b]pyrazol-3-yl)pyridin-2-yl)Propionamide ClC=1C(=CC(=NC1)NC(CC)=O)C1=C2N(N=C1)CC(C2)(C)C